O1C2=C(OC(C1([2H])[2H])([2H])[2H])C=C(C=C2)O[C@H]2[C@H](CN(CC2)C=2C(=C(C=1N(N2)C(C=C(N1)COC)=O)C)C)F 7-((3S,4R)-4-((2,3-dihydrobenzo[b][1,4]dioxin-6-yl-2,2,3,3-d4)oxy)-3-fluoropiperidin-1-yl)-2-(methoxymethyl)-8,9-dimethyl-4H-pyrimido[1,2-b]pyridazin-4-one